BrC1=CC=C(C=C1)C1=NC(=NC(=C1)C1=CC=C(C=C1)C1=CC=CC2=C1SC1=C2C=CC=C1)C1=CC=CC=C1 4-(4-bromophenyl)-6-[4-(dibenzo[b,d]thiophen-4-yl)phenyl]-2-phenyl-pyrimidine